C1(CCCCC1)NC1=C(C(=CC=C1)F)[N+](=O)[O-] N-cyclohexyl-3-fluoro-2-nitroaniline